N-((1R,5S,6s)-3-(5-(6-(3-cyanopyrrolo[1,2-b]pyridazin-7-yl)-4-(isopropylamino)pyridin-3-yl)-1,3,4-thiadiazol-2-yl)-3-azabicyclo[3.1.0]hex-6-yl)acetamide C(#N)C1=CC=2N(N=C1)C(=CC2)C2=CC(=C(C=N2)C2=NN=C(S2)N2C[C@@H]1C([C@@H]1C2)NC(C)=O)NC(C)C